pyridin-5-yl-2-(trifluoromethyl)aniline N1=CC=CC(=C1)NC1=C(C=CC=C1)C(F)(F)F